((((((R)-1-(6-amino-9H-purin-9-yl) propan-2-yl) oxy) methyl) (phenoxy) phosphoryl)oxy)methyl pivalate C(C(C)(C)C)(=O)OCOP(=O)(OC1=CC=CC=C1)CO[C@@H](CN1C2=NC=NC(=C2N=C1)N)C